N(C=1OC(C(C1C(S(=O)(=O)O)C1=CC=CC=C1)=O)([2H])C1=C(C(=C(C(=C1[2H])[2H])C(F)(F)F)[2H])[2H])([2H])[2H].C(C)C1(COC1)C1=CC(=CC=C1)C1(COC1)CC 1,3-bis[(3-ethyl)Oxetane-3-yl]Benzene 2-(amino-d2)-4-oxo-5-(4-(trifluoromethyl)phenyl-2,3,5,6-d4)-4,5-dihydrofuran-3-yl-5-d-phenylmethanesulfonate